(2S,3R)-2-amino-3-(aminomethyl)-6-boronohexanoic acid xylenesulfonate C1(C(C=CC=C1)C)(C)S(=O)(=O)O.N[C@H](C(=O)O)[C@H](CCCB(O)O)CN